(R,E)-N-(3,5-difluorobenzylidene)-2-methylpropane-2-sulfinamide FC=1C=C(\C=N\[S@](=O)C(C)(C)C)C=C(C1)F